5-(5-(4,4-Dimethylpiperidin-1-yl)-1H-pyrazolo[3,4-c]pyridine-1-yl)-2-fluoro-3-(trifluoromethyl)phenol CC1(CCN(CC1)C=1C=C2C(=CN1)N(N=C2)C=2C=C(C(=C(C2)O)F)C(F)(F)F)C